tert-Butyl N-[(1R)-1-[[tert-butyl(diphenyl)silyl] oxymethyl]-2-(2,2-dimethyl-4,6-dioxo-1,3-dioxan-5-yl)-2-oxo-ethyl]carbamate [Si](C1=CC=CC=C1)(C1=CC=CC=C1)(C(C)(C)C)OC[C@H](C(=O)C1C(OC(OC1=O)(C)C)=O)NC(OC(C)(C)C)=O